C(CCC)OP(=O)(O)O.C1=CC=CC=2C3=CC=CC=C3NC12.C1=CC=CC=2C3=CC=CC=C3NC12 dicarbazole butyl-phosphate